(2S,3S,4R,5R)-5-(6-(benzylamino)-2-(5-ethylpyridin-3-yl)-9H-purin-9-yl)-3,4-dihydroxyl-N-(methyl-d3)-tetrahydrofuran-2-formamide C(C1=CC=CC=C1)NC1=C2N=CN(C2=NC(=N1)C=1C=NC=C(C1)CC)[C@H]1[C@@H]([C@@H]([C@H](O1)C(=O)NC([2H])([2H])[2H])O)O